piperazine bisulfate S(O)(O)(=O)=O.N1CCNCC1